4-fluoro-7-methyl-N-(3-(6-(methylamino)pyridin-2-yl)phenyl)-1H-indole FC1=C2C=CN(C2=C(C=C1)C)C1=CC(=CC=C1)C1=NC(=CC=C1)NC